CC1=CC=C(OCC(=O)NC=2C=NC(=C(C2)Br)NC(COC2=CC=C(C=C2)C)=O)C=C1 2-(4-Methylphenoxy)-N-[5-bromo-6-[[2-(4-methylphenoxy)acetyl]amino]pyridin-3-yl]acetamide